N1=CC=CC2=CC=CC(=C12)NS(=O)(=O)C=1C=CC=C2C=CC=NC12 N-(quinolin-8-yl)quinoline-8-sulfonamide